3-((R)-1-(3-(5,6,7,8-tetrahydro-1,8-naphthyridin-2-yl)propyl)piperidine-3-carboxamido)-2-(3-(trifluoromethyl)phenyl)propanoic acid N1=C(C=CC=2CCCNC12)CCCN1C[C@@H](CCC1)C(=O)NCC(C(=O)O)C1=CC(=CC=C1)C(F)(F)F